thiazolopyridine-7(4h)-one N1=CSC2=C1C(C=CN2)=O